[Li].ClCC(=O)N1CC(C1)O 2-chloro-1-(3-hydroxyazetidin-1-yl)ethanone Lithium